N1(CCCCCC1)CCNC(=S)NC=1C=C2C=CC(=NC2=CC1)N1CCNCC1 1-(2-(azepan-1-yl)ethyl)-3-(2-(piperazin-1-yl)quinolin-6-yl)thiourea